4-fluoro-N-[(1R,3S)-3-{[2-(trifluoromethyl)quinolin-4-yl]amino}cyclohexyl]-1H-indole-3-carboxamide FC1=C2C(=CNC2=CC=C1)C(=O)N[C@H]1C[C@H](CCC1)NC1=CC(=NC2=CC=CC=C12)C(F)(F)F